ethyl N-isobutyl-P-(4-(5-(trifluoromethyl)-1,2,4-oxadiazol-3-yl)benzyl)phosphonamidate C(C(C)C)NP(OCC)(=O)CC1=CC=C(C=C1)C1=NOC(=N1)C(F)(F)F